4-Chloro-3-fluoro-2-(4-iodo-2-methylpyrazol-3-yl)-6-[(methylcyclopropyl)oxy]benzene-1-carbonitrile ClC1=C(C(=C(C(=C1)OC1(CC1)C)C#N)C=1N(N=CC1I)C)F